(4R)-4-phenyl-4H,5H,6H-pyrrolo[1,2-b]pyrazole-3-carboxylic acid ethyl ester C(C)OC(=O)C1=C2N(N=C1)CC[C@@H]2C2=CC=CC=C2